CCCCCCCCCCCCCCCCCCCCCC(=O)OC[C@H](COP(=O)(O)OC[C@H](CO)O)OC(=O)CCCCCCCCCCC 1-docosanoyl-2-dodecanoyl-glycero-3-phospho-(1'-sn-glycerol)